ClC=1C=C(C=CC1)C(=O)N1CCCC2=CC(=CC=C12)CNC(CC(C)C)=O N-{[1-(3-chlorobenzene-1-carbonyl)-1,2,3,4-tetrahydroquinolin-6-yl]methyl}-3-methylbutanamide